C(C1=CC=CC=C1)OC(=O)N[C@@H](CCN(CCCCC1=CC=C2CCCN(C2=N1)C(=O)OC(C)(C)C)CCCF)C(=O)OC tert-butyl (S)-7-(4-((3-(((benzyloxy) carbonyl) amino)-4-methoxy-4-oxobutyl) (3-fluoropropyl) amino) butyl)-3,4-dihydro-1,8-naphthyridine-1(2H)-carboxylate